N1(CCCC2=CC=CC=C12)C(=O)ON=CC1=CC=C(C=C1)C#N 4-cyanobenzaldehyde O-(1,2,3,4-tetrahydroquinoline-1-carbonyl) oxime